5'-methyl-N-(7-methyl-[1,2,4]triazolo[1,5-a]pyridin-6-yl)-5',7'-dihydrospiro[cyclohexane-1,8'-imidazo[1,2-e]purin]-2'-amine CN1C=2N(C=3N=C(N=CC13)NC=1C(=CC=3N(C1)N=CN3)C)C3(CN2)CCCCC3